2-((1r,4R)-4-(difluoromethoxy)cyclohexylamino)-4-((1R,3S)-3-hydroxycyclohexylamino)pyrimidine-5-carboxamide FC(OC1CCC(CC1)NC1=NC=C(C(=N1)N[C@H]1C[C@H](CCC1)O)C(=O)N)F